COCCOCOC[C@@H](C(=O)N[C@H](C)C1=CC=CC=C1)C1=CC=C(C=C1)O[Si](C(C)C)(C(C)C)C(C)C (2S)-3-[(2-methoxyethoxy)methoxy]-N-[(1R)-1-phenylethyl]-2-(4-{[tris(propan-2-yl)silyl]oxy}phenyl)propanamide